BrC1=CC=2C(N=C1)=NN(N2)C(C)(C)C 6-Bromo-2-tert-butyl-2H-[1,2,3]triazolo[4,5-b]pyridine